CN1C(=NN=C1)CC1(COCC1)C=1C=C(C=CC1)NC(OCC1=CC=CC=C1)=O benzyl N-(3-[3-[(4-methyl-4H-1,2,4-triazol-3-yl)methyl]oxolan-3-yl]phenyl)carbamate